P(=O)(OCC1=CC=CC=C1)(OCC1=CC=CC=C1)OC(CO[Si](C)(C)C(C)(C)C)C(C)C dibenzyl (1-((tert-butyldimethylsilyl)oxy)-3-methylbutan-2-yl) phosphate